C(C)OC(=O)C1(C(CN(CC1)C1=NC=C(C=N1)F)(F)F)C 3,3-difluoro-1-(5-fluoropyrimidin-2-yl)-4-methyl-piperidine-4-carboxylic acid ethyl ester